isopropoxyyttrium C(C)(C)O[Y]